4-(2-hydroxypropan-2-yl)-2-propyl-1H-imidazole OC(C)(C)C=1N=C(NC1)CCC